2-(4-trifluoromethylphenylamino)-4-(2,4-difluorophenyl)thiazole FC(C1=CC=C(C=C1)NC=1SC=C(N1)C1=C(C=C(C=C1)F)F)(F)F